NC(CO)(CO)CO 2-amino-2-(hydroxymethyl)-1,3-propylene glycol